3-(1'-(3-(1H-pyrazol-1-yl)benzyl)-7-oxo-5,7-dihydro-2H,6H-spiro[furo[2,3-f]isoindole-3,4'-piperidin]-6-yl)piperidine-2,6-dione N1(N=CC=C1)C=1C=C(CN2CCC3(CC2)COC2=CC=4C(N(CC4C=C23)C2C(NC(CC2)=O)=O)=O)C=CC1